C(C=C)N(C)CC=C di(2-propenyl)methylamine